N[C@H](C)C=1N=C2N(C=C(C=C2N2C(N(C(C2)=O)C)=O)C(C)(F)F)C1 (R)-1-(2-(1-aminoethyl)-6-(1,1-difluoroethyl)imidazo[1,2-a]pyridin-8-yl)-3-methylimidazolidine-2,4-dione